C(C1=CC=CC=C1)N([C@@H]1CN(C[C@H]1OC(C)C)C(=O)OC(C)(C)C)CC1=CC=CC=C1 tert-Butyl (3R,4R)-3-(dibenzylamino)-4-isopropoxypyrrolidine-1-carboxylate